{5-[(cyclobutylmethoxy)methyl]-4-(pyridin-2-yl)-1,3-thiazol-2-yl}-4-methylpyridin-2-amine C1(CCC1)COCC1=C(N=C(S1)C=1C(=NC=CC1C)N)C1=NC=CC=C1